2-((benzyloxy)carbonyl)tetrahydro-2H-pyran-3-carboxylic acid C(C1=CC=CC=C1)OC(=O)C1OCCCC1C(=O)O